ClC=1C=C(OCCCN(C)C)C=CC1C=1N(C2=NC=NC(=C2N1)OC1(CC1)C)CC1=NC=CC(=C1)C 3-(3-chloro-4-(6-(1-methylcyclopropoxy)-9-((4-methylpyridin-2-yl)methyl)-9H-purin-8-yl)phenoxy)-N,N-dimethylpropan-1-amine